[Cl-].C[Zn+] Methylzinc chloride